N,N-dimethyl-N-[3-[(1-oxo-13-docosen-1-yl)amino]propyl]-3-sulfo-1-Propanaminium C[N+](CCCS(=O)(=O)O)(CCCNC(CCCCCCCCCCCC=CCCCCCCCC)=O)C